NC=1C(=NC=C(N1)Cl)C(=O)OC methyl 3-amino-5-chloropyrazine-2-carboxylate